BrC1=CC=C(C(=N1)NC(=O)[C@H]1N([C@@H]2C[C@@]2(C1)CNC([C@H](C(C)C)NC(=O)OC)=O)C(=O)OC(C)(C)C)COC (1R,3S,5R)-tert-Butyl 3-((6-bromo-3-(methoxymethyl)pyridin-2-yl)carbamoyl)-5-(((S)-2-((methoxycarbonyl)amino)-3-methylbutanamido)methyl)-2-azabicyclo[3.1.0]hexane-2-carboxylate